4-(7-(3-aminopiperidine-1-yl)-3-(4-cyclopropylphenyl)-3H-imidazo[4,5-b]pyridine-2-yl)benzonitrile NC1CN(CCC1)C1=C2C(=NC=C1)N(C(=N2)C2=CC=C(C#N)C=C2)C2=CC=C(C=C2)C2CC2